CC(C)C1=CC=CC=C1 4-propan-2-ylbenzene